The molecule is a ceramide phosphoinositol compound having a 2-hydroxyhexacosanoyl group attached to the ceramide nitrogen. It has a role as a Saccharomyces cerevisiae metabolite. It is an inositol phosphoceramide and a phytosphingosine 1-phosphate. It derives from a phytosphingosine and a myo-inositol. It is a conjugate acid of an Ins-1-P-Cer(t18:0/2-OH-26:0)(1-). CCCCCCCCCCCCCCCCCCCCCCCC[C@@H](C(=O)N[C@@H](COP(=O)(O)OC1[C@@H]([C@H](C([C@H]([C@H]1O)O)O)O)O)[C@@H]([C@H](CCCCCCCCCCCCCC)O)O)O